BrC1=CC2=C(OC3=C(O2)C=CC=C3)C=C1 2-bromodibenzo[b,e][1,4]dioxin